(1S,3'R,4'S,5'S,6'R)-5-Chloro-6-((5-((S)-1-hydroxyethyl)thiophen-2-yl)methyl)-6'-methyl-3',4',5',6'-tetrahydro-3H-spiro[isobenzofuran-1,2'-pyran]-3',4',5'-triol ClC=1C=C2CO[C@]3(O[C@@H]([C@H]([C@@H]([C@H]3O)O)O)C)C2=CC1CC=1SC(=CC1)[C@H](C)O